Pyrrolidone carbonate C(O)(O)=O.N1C(CCC1)=O